2-(2-(2-(4-fluorophenylacetyl)-2,5-diazaspiro[3.4]octan-5-yl)phenyl)-N-hydroxyacrylamide FC1=CC=C(C=C1)CC(=O)N1CC2(C1)N(CCC2)C2=C(C=CC=C2)C(C(=O)NO)=C